Tert-butyl 2-ethyl-2-((5Z,8Z,11Z,14Z,17Z)-icosa-5,8,11,14,17-pentaen-1-yloxy)butanoate C(C)C(C(=O)OC(C)(C)C)(CC)OCCCC\C=C/C\C=C/C\C=C/C\C=C/C\C=C/CC